N-(1-(3,4-difluorobenzyl)piperidin-4-yl)-3,3-dimethyl-2,3-dihydro-1H-pyrrolo[3,2-b]pyridine-1-carboxamide FC=1C=C(CN2CCC(CC2)NC(=O)N2CC(C3=NC=CC=C32)(C)C)C=CC1F